C(C1=CC=CC=C1)OCCNCCO 2-((2-(benzyloxy)ethyl)amino)ethan-1-ol